C(C)(C)(C)OC(=O)N(C(=O)OC(C)(C)C)C1=NN2C=NC=C(C2=C1C(=O)O)OC [Bis(tert-butoxycarbonyl)amino]-4-methoxy-pyrazolo[1,5-c]pyrimidine-3-carboxylic acid